bromide Aluminum [Al+3].[Br-].[Br-].[Br-]